4-[4-Cyano-3-hydroxy-6-(2-methoxy-6-trifluoromethyl-benzyl)-pyridin-2-yl]-4-oxo-butyric acid ethyl ester C(C)OC(CCC(=O)C1=NC(=CC(=C1O)C#N)CC1=C(C=CC=C1C(F)(F)F)OC)=O